CCCN(CCC)C1=CC=CC=C1 N,N-dipropylaniline